(S)-N-(2-(trifluoromethyl)phenyl)-2-(5-phenylthiazol-2-yl)pyrrolidine-1-carboxamide FC(C1=C(C=CC=C1)NC(=O)N1[C@@H](CCC1)C=1SC(=CN1)C1=CC=CC=C1)(F)F